Butyl-3-isobutyl-4-hydroxy-5-n-propyl-pyrazol C(CCC)N1N=C(C(=C1CCC)O)CC(C)C